tert-Butyl (2R,5S)-2-((S)-(3-fluorophenyl)(hydroxy)methyl)-5-((1-(methylsulfonyl)-piperidin-4-yl)methyl)pyrrolidine-1-carboxylate FC=1C=C(C=CC1)[C@@H]([C@@H]1N([C@@H](CC1)CC1CCN(CC1)S(=O)(=O)C)C(=O)OC(C)(C)C)O